ClC1=CC=C(CN2C[C@@H](CCC2)C2=CC=NC=3N2N=C(C3CN[C@H](C)C3=CC=CC=C3)C)C=C1 (R)-N-((7-((R)-1-(4-Chlorobenzyl)piperidin-3-yl)-2-methylpyrazolo[1,5-a]pyrimidin-3-yl)methyl)-1-phenylethan-1-amine